2-(3,5-Dichloro-4-[(1-cyclopentyl-5-fluoro-6-oxo-1,6-dihydropyridin-3-yl)oxy]phenyl)-3,5-dioxo-2,3,4,5-tetrahydro-1,2,4-triazine-6-carbonitrile ClC=1C=C(C=C(C1OC1=CN(C(C(=C1)F)=O)C1CCCC1)Cl)N1N=C(C(NC1=O)=O)C#N